FC1=C(C=CC=C1)C1=CC(=CC=C1)CCCNC(=O)C1=CC(=NN1C)C N-(3-(2'-fluoro-[1,1'-biphenyl]-3-yl)propyl)-1,3-dimethyl-1H-pyrazole-5-carboxamide